glycerol isooctanoate C(CCCCC(C)C)(=O)OCC(O)CO